(l)-3-[2-(4-Methoxyphenylacetyl)-1,2,3,4-tetrahydroisoquinolin-5-yl]-3-(7-methoxy-1-methyl-1H-benzo[d][1,2,3]triazol-5-yl)propionic acid ethyl ester C(C)OC(CC(C1=CC2=C(N(N=N2)C)C(=C1)OC)C1=C2CCN(CC2=CC=C1)C(CC1=CC=C(C=C1)OC)=O)=O